FC(C1=CC=C(CN)C=C1)(F)F 4-(trifluoromethyl)-benzyl-amine